C=C1C23C=4C=CC=CC4N=C2C(NCC3)CC1 14-methylidene-8,11-diazatetracyclo[8.3.3.01,9.02,7]hexadeca-2(7),3,5,8-tetraene